N-[(2-chlorothiazol-4-yl)methyl]cyclohexylamine ClC=1SC=C(N1)CNC1CCCCC1